C(\C=C/CC)O Z-2-pentenol